tert-butyl 2-(4-chloro-5-iodo-2-(trifluoromethyl)-7H-pyrrolo[2,3-d]pyrimidin-7-yl)acetate ClC=1C2=C(N=C(N1)C(F)(F)F)N(C=C2I)CC(=O)OC(C)(C)C